4-(4-(1-(3-Fluorophenyl)-3-(methylamino)propoxy)benzyl)-1-methyl-1,2,3,4-tetrahydro-5H-pyrido[2,3-e][1,4]diazepin-5-one FC=1C=C(C=CC1)C(CCNC)OC1=CC=C(CN2CCN(C3=C(C2=O)C=CC=N3)C)C=C1